ClC1=C(C=CC(=C1)Cl)C1=C(C2=C(CCC1)C=C(C=C2)O)C2=CC=C(C=C2)O[C@@H]2CN(CC2)CCCF 6-(2,4-dichlorophenyl)-5-[4-[(3S)-1-(3-fluoropropyl)pyrrolidin-3-yl]oxyphenyl]-8,9-dihydro-7H-benzo[7]annulen-2-ol